N-(4-chloro-3-[(1-cyanocyclopropyl)carbamoyl]phenyl)-1-methyl-4-(methanesulfonyl)-3-(1,1,2,2,2-pentafluoroethyl)-1H-pyrazole-3-carboxamide ClC1=C(C=C(C=C1)NC(=O)C1(NN(C=C1S(=O)(=O)C)C)C(C(F)(F)F)(F)F)C(NC1(CC1)C#N)=O